3-(((4-(4-(trifluoromethyl)phenyl)phthalazin-1-yl)amino)methyl)tetrahydrofuran-3-ol FC(C1=CC=C(C=C1)C1=NN=C(C2=CC=CC=C12)NCC1(COCC1)O)(F)F